3-(((R)-7-((2S,4R)-2-(3-fluorophenyl)-4-(methylamino)piperidine-1-carbonyl)-7-azaspiro[4.5]dec-10-yl)methyl)-6-(o-tolyl)pyrimidin-4(3H)-one FC=1C=C(C=CC1)[C@H]1N(CC[C@H](C1)NC)C(=O)N1CC2(CCCC2)[C@@H](CC1)CN1C=NC(=CC1=O)C1=C(C=CC=C1)C